2-(((αR)-6-aminospiro[3.3]heptan-2-yl)oxy)-6-methoxynicotinamide NC1CC2(CC(C2)OC2=C(C(=O)N)C=CC(=N2)OC)C1